N-(2,3-dihydro-1H-inden-1-yl)-3-[5-(4-methylphenyl)-1,3,4-oxadiazol-2-yl]propanamide C1(CCC2=CC=CC=C12)NC(CCC=1OC(=NN1)C1=CC=C(C=C1)C)=O